C(C)(C)(C)OC(=O)N[C@H](C(=O)O)CC(C)NC(=O)OC(C)(C)C (S)-2,4-di((tert-butoxycarbonyl)amino)pentanoic acid